3-(4-(4-Bromophenyl)butanoyl)-4-hydroxy-6-methyl-2H-pyran-2-one BrC1=CC=C(C=C1)CCCC(=O)C=1C(OC(=CC1O)C)=O